C1(CCC1)S(=O)(=O)N1CC(=CC1)C1=CC=C2C=C(C(=C(C2=C1)F)N1CC(NS1(=O)=O)=O)O 5-{7-[1-(cyclobutanesulfonyl)-2,5-dihydro-1H-pyrrol-3-yl]-1-fluoro-3-hydroxynaphthalen-2-yl}-1λ6,2,5-thiadiazolidine-1,1,3-trione